FC1=CC=C(C=C1)N1N=CC2=C1C[C@@H]1CCN(C[C@]1(C2)C(=O)C2=NC=CC(=C2)C(F)(F)F)S(=O)(=O)C2=NN(N=C2)C ((4aR,8aS)-1-(4-fluorophenyl)-1,4,5,6,7,8,8a,9-octahydro-6-((2-methyl-2H-1,2,3-triazol-4-yl)sulfonyl)-4ah-pyrazolo(3,4-g)isoquinolin-4a-yl)(4-(trifluoromethyl)-2-pyridinyl)-methanone